N(=C=O)CC1=C(C(=C(C(=C1Cl)Cl)Cl)CN=C=O)Cl 1,3-Bis(isocyanatomethyl)-2,4,5,6-tetrachlorobenzol